CN1C(NC(C=C1C(Cl)(Cl)Cl)=O)=O 3-methyl-2,6-dioxo-4-(trichloromethyl)-3,6-dihydropyrimidine